NC1=NC(=NN2C1=NC=C2C=2C(=CC(=C(C2)S(=O)(=O)N[C@@H]2CO[C@H](CC2)CC#N)Cl)C)C 5-(4-amino-2-methylimidazo[2,1-f][1,2,4]triazin-7-yl)-2-chloro-N-((3S,6R)-6-(cyanomethyl)tetrahydro-2H-pyran-3-yl)-4-methylbenzenesulfonamide